N-((2-(bis(3-chloro-4-fluorophenyl)methyl)-5-methyl-1-((2-(trimethylsilyl)eth-oxy)methyl)-1H-imidazol-4-yl)methyl)methanesulfonamide ClC=1C=C(C=CC1F)C(C=1N(C(=C(N1)CNS(=O)(=O)C)C)COCC[Si](C)(C)C)C1=CC(=C(C=C1)F)Cl